C(CCCCCCCCCCCCCCCCC)N(O)CCCCCCCCCCCCCCCCCC N,N-distearylhydroxylamine